Ethyl 2-((4-(4-(3,4-dichlorophenyl)piperazine-1-carbonyl)-2-nitrophenyl)sulfinyl)acetate ClC=1C=C(C=CC1Cl)N1CCN(CC1)C(=O)C1=CC(=C(C=C1)S(=O)CC(=O)OCC)[N+](=O)[O-]